O[C@@H]1[C@H](CCCC1)NC(=O)C=1C=CC(=C(C1)NC(=O)C=1C=NC=C(C1)OC1=NC=CC=C1)C N-(5-{[(1S,2S)-2-hydroxycyclohexyl]carbamoyl}-2-methylphenyl)-5-[(pyridin-2-yl)oxy]pyridine-3-carboxamide